tert-Butyl N-(4-cyano-7-{[N-(2-methanesulfonylphenyl)-1-(pyridin-3-yl)formamido]methyl}quinolin-2-yl)carbamate C(#N)C1=CC(=NC2=CC(=CC=C12)CN(C(=O)C=1C=NC=CC1)C1=C(C=CC=C1)S(=O)(=O)C)NC(OC(C)(C)C)=O